Methyl-aluminum oxide [O-2].C[Al+2]